C(C1=CC=CC=C1)(=O)SC=1C=CC2=C(C=C(O2)C(=O)OCC)C1 5-(benzoylthio)-2-(ethylcarboxyl)benzofuran